NC(C(=O)O)(CCCCB(O)O)[C@@H]1C[C@@H](C1)NCC1=CC=CC2=CC=CC=C12 cis-2-amino-6-borono-2-(3-(naphthalen-1-ylmethylamino)cyclobutyl)hexanoic acid